trans-2,5,9-Trimethyl-2,3,4,4a,5,9b-hexahydro-1H-pyrido[4,3-b]indole CN1C[C@@H]2[C@H](N(C=3C=CC=C(C23)C)C)CC1